C(C1=CC=CC=C1)OC(=O)NCC(CC(=O)O)C1=CC(=CC=C1)C(C)C 4-(((Benzyloxy)Carbonyl)Amino)-3-(3-Isopropylphenyl)Butanoic Acid